[Na+].[Na+].[Na+].C(N(CC(=O)[O-])CC(=O)O)CN(CC(=O)[O-])CC(=O)[O-] Edetic acid trisodium salt